NC(CF)C=1C=C(C=CC1)C1=CC(=CC=2C=COC21)COC2=C(C=CC(=C2)F)CC(=O)O 2-(2-((7-(3-(1-amino-2-fluoroethyl)phenyl)benzofuran-5-yl)methoxy)-4-fluorophenyl)acetic acid